4-((5-(Sec-butyl)-4-oxo-4,5-dihydrothieno[2,3-d]pyridazin-3-yl)amino)-6-(cyclopropanecarboxamido)-N-(methyl-d3)nicotinamide C(C)(CC)N1N=CC2=C(C1=O)C(=CS2)NC2=CC(=NC=C2C(=O)NC([2H])([2H])[2H])NC(=O)C2CC2